OP(O)(=O)OP(=O)(O)OP(=O)(O)OP(=O)(O)O.C(CC)N(CCC)CCC tri-n-propylamine tetraphosphate salt